3-(5-((4-(4'-chloro-5,5-dimethyl-3,4,5,6-tetrahydro-[1,1'-biphenyl]-2-carbonyl)piperazine-1-yl)methyl)-7-fluoro-1-oxoisoindolin-2-yl)piperidine-2,6-dione ClC1=CC=C(C=C1)C1=C(CCC(C1)(C)C)C(=O)N1CCN(CC1)CC=1C=C2CN(C(C2=C(C1)F)=O)C1C(NC(CC1)=O)=O